CC1=C(C2=CC=CC=C2C=C1)NC(=O)N N-(methylnaphthyl)urea